ClC1=C(OCC=2C=C(OC3CN(C3)CC3=NC4=C(N3C[C@H]3OCC3)C=C(C=C4)C(=O)O)C=CC2)C=CC(=C1)Cl 2-[(3-{3-[(2,4-dichlorophenoxy)methyl]phenoxy}azetidin-1-yl)methyl]-1-{[(2S)-oxetan-2-yl]methyl}-1H-1,3-benzodiazole-6-carboxylic acid